ClC1=CC=C(C(=N1)C1=NN(C=N1)C)NC(C)C=1C=C(C=C2C(N(C=3N(C12)C=NC3C=3C(=NC=CC3)C)C)=O)C 9-(1-((6-chloro-2-(1-methyl-1H-1,2,4-triazol-3-yl)pyridin-3-yl)amino)ethyl)-4,7-dimethyl-3-(2-methylpyridin-3-yl)imidazo[1,5-a]quinazolin-5(4H)-one